ClC1=CC=C(C=C1)C1=NC(=NC(=C1)N1CCCC1)C=1C=NC=CC1 4-(4-chlorophenyl)-2-(pyridin-3-yl)-6-(pyrrolidin-1-yl)pyrimidine